5-((2-((7-azabicyclo[2.2.1]hept-7-yl)methyl)-3-(trifluoromethyl)benzyl)amino)-3-fluoro-6-methyl-N-(thiazol-4-yl)pyridine-2-sulfonamide C12CCC(CC1)N2CC2=C(CNC=1C=C(C(=NC1C)S(=O)(=O)NC=1N=CSC1)F)C=CC=C2C(F)(F)F